strontium zirconium salt [Zr].[Sr]